[1-methyl-5-[[tert-butyl(dimethyl)silyl]oxymethyl]-8-oxabicyclo[3.2.1]oct-2-en-3-yl] trifluoromethanesulfonate FC(S(=O)(=O)OC1=CC2(CCC(C1)(O2)CO[Si](C)(C)C(C)(C)C)C)(F)F